1-(1H-benzo[d]imidazol-2-yl)-3-(3-bromophenyl)urea N1C(=NC2=C1C=CC=C2)NC(=O)NC2=CC(=CC=C2)Br